ClC=1C(=NN(C1C(=O)N[C@@H](CC(C)C)C(=O)N[C@@H](C[C@H]1C(NCC1)=O)C#N)C)C N2-[(4-chloro-1,3-dimethyl-1H-pyrazol-5-yl)carbonyl]-N-{(1S)-1-cyano-2-[(3S)-2-oxopyrrolidin-3-yl]ethyl}-L-leucinamide